COC1=CC=C(CN(C2=CC(=C(C(=N2)C2C(CC=3C(NC=NC3C2)=O)C)C(F)(F)F)C)CC2=CC=C(C=C2)OC)C=C1 7-(6-(bis(4-methoxybenzyl)amino)-4-methyl-3-(trifluoromethyl)pyridin-2-yl)-6-methyl-5,6,7,8-tetrahydroquinazolin-4(3H)-one